[Si](C)(C)(C(C)(C)C)OC=1C=C2C(=NN(C2=CC1)C1OCCCC1)C=1NC2C(N1)CNC2 2-(5-((tert-butyldimethylsilyl)oxy)-1-(tetrahydro-2H-pyran-2-yl)-1H-indazole-3-yl)-3a,4,6,6a-tetrahydropyrrolo[3,4-d]imidazole